ethyl 2-(1-(9-ethyl-6-morpholino-8-(pyridin-4-yl)-9H-purin-2-yl)-5-phenyl-1H-pyrazol-3-yl)acetate C(C)N1C2=NC(=NC(=C2N=C1C1=CC=NC=C1)N1CCOCC1)N1N=C(C=C1C1=CC=CC=C1)CC(=O)OCC